BrC=1C(=CC(=NC1C)CN1CCC(CC1)C(=O)OC)C methyl 1-((5-bromo-4,6-dimethylpyridin-2-yl)methyl)piperidine-4-carboxylate